OCCN1CCN(CC1)CC1CCN(CC1)C(=O)OC(C)(C)C tert-butyl 4-[[4-(2-hydroxyethyl)piperazin-1-yl]methyl]piperidine-1-carboxylate